ClC=1NCCN(C1)NCC[C@]1(CCOC2(CCCC2)C1)C1=NC=CC=C1 5-chloro-N-(2-((R)-9-(pyridin-2-yl)-6-oxaspiro[4.5]decan-9-yl)ethyl)-2,3-dihydro-1H-pyrazin-1-amine